1-((1R,2r,3S,5s,7s)-5-hydroxyadamantan-2-yl)-3-propyl-3,7-dihydro-4H-pyrrolo[3',2':5,6]pyrido[3,4-d][1,2,3]diazaborinin-4-ol OC12C[C@H]3C([C@H](CC(C1)C3)C2)C=2C3=C(B(N(N2)CCC)O)C=NC2=C3C=CN2